tert-butyl ((S)-1-((1R,2S,5S)-6,6-dimethyl-2-(((S)-1-oxo-3-((S)-2-oxopyrrolidin-3-yl)propan-2-yl)carbamoyl)-3-azabicyclo[3.1.0]hexan-3-yl)-3,3-dimethyl-1-oxobutan-2-yl)carbamate CC1([C@H]2CN([C@@H]([C@@H]12)C(N[C@H](C=O)C[C@H]1C(NCC1)=O)=O)C([C@H](C(C)(C)C)NC(OC(C)(C)C)=O)=O)C